(R)-2-(4,4-difluoroazepan-1-yl)-4-methyl-N-(3-(S-methyl-N-(methylglycyl)sulfonimidoyl)phenyl)-5-(trifluoromethyl)nicotinamide FC1(CCN(CCC1)C1=C(C(=O)NC2=CC(=CC=C2)[S@@](=O)(=NC(CNC)=O)C)C(=C(C=N1)C(F)(F)F)C)F